C(C)(C)(C)SC1=NC=CC(=C1)C(=O)OC methyl 2-tert-butylsulfanylpyridine-4-carboxylate